NCCCNC(=O)C=1C=C(C=CC1N1CCC(CC1)OC1=C(C=C(C=C1)C(F)(F)F)C#N)C1=C(C=CC=C1)OCC N-(3-aminopropyl)-4-{4-[2-cyano-4-(trifluoromethyl)phenoxy]piperidin-1-yl}-2'-ethoxy-[1,1'-biphenyl]-3-carboxamide